C(C=C)(=O)OCCOCCOCCOC 3,6,9-trioxadecyl acrylate